methyl 3-amino-6-fluoro-5-iodo-2-methylbenzoate NC=1C(=C(C(=O)OC)C(=C(C1)I)F)C